C(C)(C)(C)C=1C=C(C=C(C1)N(C1=CC=2C(C3=CC=CC=C3C2C=C1)(C)C)C1=CC=C(C=C1)C1CCCCC1)C1=CC(=CC(=C1)C(C)(C)C)C(C)(C)C N-[(3,3',5'-tri-t-butyl)-1,1'-biphenyl-5-yl]-N-(4-cyclohexylphenyl)-9,9-dimethyl-9H-fluorene-2-amine